C(C)OC(=O)C=1OC2=C(C1C)C=C(C=C2)S(N(CCC2=CC=CC=C2)C2=C(C=CC=C2)N2CCN(CC2)C(C2=C(C=CC=C2OC)OC)=O)(=O)=O 5-(N-(2-(4-(2,6-dimethoxybenzoyl)piperazin-1-yl)phenyl)-N-phenethylsulfamoyl)3-methylbenzofuran-2-carboxylic acid ethyl ester